3-[(dimethylamino)methylene]-dihydrofuran-2(3H)-one CN(C)C=C1C(OCC1)=O